Ethyl 2',4-dioxo-1',2'-dihydrospiro[cyclohexane-1,3'-pyrrolo[2,3-b]pyridine]-3-carboxylate O=C1C2(C=3C(=NC=CC3)N1)CC(C(CC2)=O)C(=O)OCC